1-((4aR,6R,7aS)-2-(((S)-1,1-Dibutoxypropan-2-yl)amino)-2-oxidotetrahydro-4H-furo[3,2-d][1,3,2]dioxaphosphinin-6-yl)-5-fluoropyrimidine-2,4(1H,3H)-dione C(CCC)OC([C@H](C)NP1(OC[C@@H]2[C@@H](O1)C[C@@H](O2)N2C(NC(C(=C2)F)=O)=O)=O)OCCCC